C(C)(=O)N1S(C2=C(C=C(C=C2)C)C12C(N(C(C2)=O)CC(C)C)=O)(=O)=O 2-acetyl-5-methyl-1'-isobutyl-2H-spiro[benzo[d]isothiazole-3,3'-pyrrolidine]-2',5'-dione 1,1-dioxide